P(=O)(OC1=CC=C(C=C1)C(C)(C)C)(OC1=CC=C(C=C1)C(C)(C)C)[O-] bis-(4-t-butylphenyl) phosphate